C(C)OC1=C(C=CC=C1)F ethoxyphenyl-fluorine